(S)-N-(3-(5-fluoro-2-((2-fluoro-3-(methylsulfonyl)phenyl)amino)pyrimidin-4-yl)-1H-indol-7-yl)-2-(4-methylpiperazin-1-yl)butanamide FC=1C(=NC(=NC1)NC1=C(C(=CC=C1)S(=O)(=O)C)F)C1=CNC2=C(C=CC=C12)NC([C@H](CC)N1CCN(CC1)C)=O